S1C(=NC2=C1C=CC=C2)NC(=O)C=2C=CC=C1CCN(CC21)C2=CC=C(C(=N2)C(=O)O)C=2C=NN(C2C)CC2CCCC2 6-(8-(benzo[d]thiazol-2-ylcarbamoyl)-3,4-dihydroisoquinolin-2(1H)-yl)-3-(1-(cyclopentylmethyl)-5-methyl-1H-pyrazol-4-yl)picolinic acid